N-BOC-1-aza-4,7,10,13-tetrathiacyclopentadecane C(=O)(OC(C)(C)C)N1CCSCCSCCSCCSCC1